5-methyl-N2-(3-morpholinopropyl)-7-(m-tolyl)pyrido[2,3-d]pyrimidine-2,4-diamine CC1=CC(=NC=2N=C(N=C(C21)N)NCCCN2CCOCC2)C=2C=C(C=CC2)C